5-(4-(3-(7-fluoro-1-oxo-1,2-dihydroisoquinolin-3-yl)cyclopentyl)piperazin-1-yl)-N-methylpicolinamide FC1=CC=C2C=C(NC(C2=C1)=O)C1CC(CC1)N1CCN(CC1)C=1C=CC(=NC1)C(=O)NC